COCCO[C@H]1[C@@H](O[C@@H]([C@H]1O)CO)N1C=NC=2C(N)=NC=NC12 2'-O-methoxyethyl-Adenosine